butylene carbonate C1(OCCCCO1)=O